methyl-trimethylamine ethyl-methacrylate chloride [Cl-].C(C)OC(C(=C)C)=O.CCN(C)C